1-(3-((7-methoxy-4-(naphthalen-2-ylamino)quinazolin-6-yl)oxy)-8-azabicyclo[3.2.1]octan-8-yl)prop-2-yn-1-one COC1=C(C=C2C(=NC=NC2=C1)NC1=CC2=CC=CC=C2C=C1)OC1CC2CCC(C1)N2C(C#C)=O